2-methyl-N-((5-(difluoromethyl)pyridin-2-yl)methylene)propane-2-sulfinamide CC(C)(C)S(=O)N=CC1=NC=C(C=C1)C(F)F